C1(=CC=CC=C1)CC(=O)OC methyl phenylacetate